C(=O)O.NCCOCCC(=O)N1CCN(CC1)C(=O)C1=C(C=C(C=C1)NC(=O)C=1N(C(=CN1)C1=C(C(=C(C=C1)OC)F)F)C)Cl N-[4-[4-[3-(2-aminoethoxy)propionyl]piperazine-1-carbonyl]-3-chloro-phenyl]-5-(2,3-difluoro-4-methoxy-phenyl)-1-methyl-imidazole-2-carboxamide formate